tert-butyl (1-(2,3-diaminophenyl)-4-methylpiperidin-4-yl)carbamate NC1=C(C=CC=C1N)N1CCC(CC1)(C)NC(OC(C)(C)C)=O